NC1=CC(=C(OC2=C3C(=NC=C2)NCN3C3CCOCC3)C=C1)F 7-(4-amino-2-fluorophenoxy)-1-(tetrahydro-2H-pyran-4-yl)-1,3-dihydro-2H-imidazo[4,5-b]pyridine